7-bromo-2,3-dihydro-4H-pyrido[3,2-b][1,4]oxazine-4-carboxylic acid tert-butyl ester C(C)(C)(C)OC(=O)N1C2=C(OCC1)C=C(C=N2)Br